(3R)-1-[3-[5-Bromo-2-(8-chloro-4-oxochromen-2-yl)-4-methoxyphenoxy]propyl]pyrrolidin BrC=1C(=CC(=C(OCCCN2CCCC2)C1)C=1OC2=C(C=CC=C2C(C1)=O)Cl)OC